(E)-ethyl (2-cyano-2-(2-(3,5-dichloro-4-((1-(1-(difluoromethyl)cyclopropyl)-1H-benzo[d]imidazol-6-yl)oxy)phenyl)hydrazono)acetyl)carbamate C(#N)\C(\C(=O)NC(OCC)=O)=N/NC1=CC(=C(C(=C1)Cl)OC=1C=CC2=C(N(C=N2)C2(CC2)C(F)F)C1)Cl